FC=1C=C2C(=NC1)N(C=C2C=2N=C(C1=C(N2)N(C=C1)S(=O)(=O)C1=CC=C(C)C=C1)NC1C(C2CCC1CC2)C(=O)OC)S(=O)(=O)C2=CC=C(C)C=C2 (+/-)-trans-methyl 3-((2-(5-fluoro-1-tosyl-1H-pyrrolo[2,3-b]pyridin-3-yl)-7-tosyl-7H-pyrrolo[2,3-d]pyrimidin-4-yl)amino)bicyclo[2.2.2]octane-2-carboxylate